1-(butylsulfonyl)-alpha-D-rhamnose C(CCC)S(=O)(=O)[C@@]1(O)[C@@H](O)[C@@H](O)[C@H](O)[C@H](O1)C